C(C)(=O)C=1C=C2C(N(C(C2=CC1)=O)C(C)C)=O 5-acetyl-2-isopropylisoindoline-1,3-dione